1-cyclopropyl-6,7-difluoro-5-methyl-4-oxoquinoline-3-carboxylic acid ethyl ester C(C)OC(=O)C1=CN(C2=CC(=C(C(=C2C1=O)C)F)F)C1CC1